C(C=C)C=1C=C(C=C(C1)CC=C)NC(=O)C=1C(NC(=CC1)C(F)(F)F)=O N-(3,5-diallylphenyl)-2-oxo-6-(trifluoromethyl)-1,2-dihydropyridine-3-carboxamide